NC=1C=2N(C3=CC(=C(C=C3N1)F)C(=O)N(C)[C@@H]1COC3=C1C=CC(=C3F)C(F)(F)F)C=NC2 (S)-4-amino-7-fluoro-N-(7-fluoro-6-(trifluoromethyl)-2,3-dihydrobenzofuran-3-yl)-N-methylimidazo[1,5-a]quinoxaline-8-carboxamide